2-((1-(2-hydroxyethyl)-3-((tetrahydrofuran-3-yl)oxy)-1H-pyrazol-4-yl)amino)-7-((S)-1-methoxypropan-2-yl)-7H-pyrrolo[2,3-d]pyrimidine-6-carbonitrile OCCN1N=C(C(=C1)NC=1N=CC2=C(N1)N(C(=C2)C#N)[C@H](COC)C)OC2COCC2